6-(4-Chlorophenyl)-2-(5-fluoropyridin-3-yl)-3-oxo-2,3-dihydropyridazine-4-carboxylic acid ClC1=CC=C(C=C1)C=1C=C(C(N(N1)C=1C=NC=C(C1)F)=O)C(=O)O